6-(3-chloro-6-(difluoromethyl)-2-fluorophenyl)-3-methylPyrazine-2-carboxylic acid ClC=1C(=C(C(=CC1)C(F)F)C1=CN=C(C(=N1)C(=O)O)C)F